4-({[(2r,3r,11br)-3-(2,2-dimethylpropyl)-2-hydroxy-10-methoxy-1h,2h,3h,4h,6h,7h,11bh-pyrido[2,1-a]isoquinolin-9-yl]oxy}methyl)-1λ6-thiane-1,1-dione CC(C[C@H]1[C@@H](C[C@H]2N(CCC3=CC(=C(C=C23)OC)OCC2CCS(CC2)(=O)=O)C1)O)(C)C